1,3,5-tris(3,5-di-tert-butyl-4-hydroxylbenzyl)-1,3,5-triazine C(C)(C)(C)C=1C=C(CN2CN(CN(C2)CC2=CC(=C(C(=C2)C(C)(C)C)O)C(C)(C)C)CC2=CC(=C(C(=C2)C(C)(C)C)O)C(C)(C)C)C=C(C1O)C(C)(C)C